C1(CC1)C=1CN(N2C1N=C(C=C2)O[C@@H]2CNCC2)CC2=CC=C(C=C2)C2=NC=CC=C2 (S)-3-cyclopropyl-N-(4-(pyridin-2-yl)benzyl)-5-(pyrrolidin-3-yloxy)pyrazolo[1,5-a]pyrimidin